aluminum-indium-tin oxide [Sn]=O.[In].[Al]